4-((5-(1-(pyridin-3-ylmethyl)-1H-pyrazol-3-yl)-[1,1'-biphenyl]-3-yl)amino)piperidin-2-one N1=CC(=CC=C1)CN1N=C(C=C1)C=1C=C(C=C(C1)C1=CC=CC=C1)NC1CC(NCC1)=O